ClC1=C(C=CC(=C1)F)[C@H](C)NC(CN1N=C(C2=C(C1=O)N(N=C2C)C2CC2)C)=O (S)-N-(1-(2-chloro-4-fluorophenyl)ethyl)-2-(1-cyclopropyl-3,4-dimethyl-7-oxo-1,7-dihydro-6H-pyrazolo[3,4-d]pyridazin-6-yl)acetamide